COC[C@@H](C)N1C(=NN=C1)C1=CC=CC(=N1)N (R)-6-(4-(1-methoxypropane-2-yl)-4H-1,2,4-triazole-3-yl)pyridine-2-amine